OCCC=1NC=CC1 2-(hydroxyethyl)-1H-pyrrole